tert-butyl (R)-1-((2-amino-7-(1H-pyrazol-3-yl)quinazolin-4-yl)amino)-6-azaspiro[2.5]octane-6-carboxylate NC1=NC2=CC(=CC=C2C(=N1)N[C@@H]1CC12CCN(CC2)C(=O)OC(C)(C)C)C2=NNC=C2